benzyl {1-tert-butyl-3-[(1S,3R)-3-{[(4,4,4-trifluorobutan-2-yl)carbamoyl]oxy}-cyclopentyl]-1H-pyrazol-5-yl}carbamate C(C)(C)(C)N1N=C(C=C1NC(OCC1=CC=CC=C1)=O)[C@@H]1C[C@@H](CC1)OC(NC(C)CC(F)(F)F)=O